3-glycidoxy propylene oxide C(C1CO1)OCC1CO1